C(C)(C)(C)C=1N(C2=CC=CC(=C2C1)N1C(N(C(C1(C)C)=O)CC1=NC=C(C=C1)C=1OC(=NN1)C(F)F)=O)C(=O)OC(C)C=1OC2=C(N1)C=CC=C2 (benzo[d]oxazol-2-yl)ethan-1-ol tert-butyl-4-(3-((5-(5-(difluoromethyl)-1,3,4-oxadiazol-2-yl)pyridin-2-yl)methyl)-5,5-dimethyl-2,4-dioxoimidazolidin-1-yl)-1H-indol-1-carboxylate